2,2-diphenyloxirane C1(=CC=CC=C1)C1(OC1)C1=CC=CC=C1